2-[1-[2-[4-(2-chlorophenyl)-2-oxo-chromen-7-yl]oxypropionyl]-4-piperidinyl]acetic acid methyl ester COC(CC1CCN(CC1)C(C(C)OC1=CC=C2C(=CC(OC2=C1)=O)C1=C(C=CC=C1)Cl)=O)=O